(S)-2-(2-chlorobenzamido)-4-((2-isopropoxyethyl)(4-(5,6,7,8-tetrahydro-1,8-naphthyridin-2-yl)butyl)amino)butanoic acid ClC1=C(C(=O)N[C@H](C(=O)O)CCN(CCCCC2=NC=3NCCCC3C=C2)CCOC(C)C)C=CC=C1